(R)-1-(5H-imidazo[5,1-a]isoindol-5-yl)-3,3-dimethylcyclobutane-1-ol C=1N=CN2C1C1=CC=CC=C1[C@@H]2C2(CC(C2)(C)C)O